C(C)(C)NC(O[C@H]1[C@@H]([C@H](CC1)C1=CC(=NN1)NC(=O)C1=CC(=NN1C)COC)F)=O |o1:6,7,8| Rel-(1R,2R,3R)-2-fluoro-3-(3-(3-(methoxymethyl)-1-methyl-1H-pyrazole-5-carboxamido)-1H-pyrazol-5-yl)cyclopentyl isopropylcarbamate